3-(4-(1H-pyrazol-4-yl)phenyl)-1-(3-fluoro-2-methylbenzyl)-8-(3-methyloxetane-3-carbonyl)-1,3,8-triazaspiro[4.5]decan-2-one N1N=CC(=C1)C1=CC=C(C=C1)N1C(N(C2(C1)CCN(CC2)C(=O)C2(COC2)C)CC2=C(C(=CC=C2)F)C)=O